4-(3-Azabicyclo[5.1.0]octan-3-yl)-7-chloro-8-fluoro-2-(((2R,7aS)-2-fluorotetrahydro-1H-pyrrolizin-7a(5H)-yl)methoxy)pyrido[4,3-d]pyrimidine C12CN(CCCC2C1)C=1C2=C(N=C(N1)OC[C@]13CCCN3C[C@@H](C1)F)C(=C(N=C2)Cl)F